FC=1C=CC(=C(C(=O)N(C)C(C)C)C1)N1C=C(C=2C1=CN=CC2)[C@@H]2CC[C@H](CC2)N2[C@@H](CCC2)CO 5-fluoro-2-(3-(trans-4-((S)-2-(hydroxymethyl)pyrrolidin-1-yl)cyclohexyl)-1H-pyrrolo[2,3-c]pyridin-1-yl)-N-isopropyl-N-methylbenzamide